S1C(=NC2=C1C=CC=C2)C=2C=C(C=CC2O)NC(=O)C=2C1=CC=CC=C1C=C1C=CC=CC21 N-(3-(benzo[d]thiazol-2-yl)-4-hydroxyphenyl)anthracene-9-carboxamide